FC1=C(C=CC=C1)C=1SC(=NN1)C1CN(CCC1)C1=NC2=CC=CC=C2N=C1 2-(2-fluorophenyl)-5-(1-(quinoxalin-2-yl)piperidin-3-yl)-1,3,4-thiadiazole